1,1-dioxo-thiomorpholine O=S1(CCNCC1)=O